2-(1-(5-(benzyloxy)-2-bromophenyl)ethoxy)-N-methoxy-N-methylacetamide C(C1=CC=CC=C1)OC=1C=CC(=C(C1)C(C)OCC(=O)N(C)OC)Br